(S)-3-((5-amino-1-((3-methoxy-5-(piperidin-4-yl)pyridin-2-yl)methyl)-1H-pyrazolo[4,3-d]pyrimidin-7-yl)amino)hexan-1-ol NC=1N=C(C2=C(N1)C=NN2CC2=NC=C(C=C2OC)C2CCNCC2)N[C@H](CCO)CCC